(R)-3-((6-chloro-4-cyano-5-methylpyridazin-3-yl)amino)piperidine-1-carboxylic acid tert-butyl ester C(C)(C)(C)OC(=O)N1C[C@@H](CCC1)NC=1N=NC(=C(C1C#N)C)Cl